COC1=C(C=C(C=C1)Cl)NC(=O)C2=CC3=CC=CC=C3C=C2O n-(5-chloro-2-methoxyphenyl)-3-hydroxy-2-naphthamide